BrC=1C=CC(=C(C1)S(=O)(=O)N1CCOC2=C1C(=CC=C2)C)C 4-(5-bromo-2-methyl-phenyl)sulfonyl-5-methyl-2,3-dihydro-1,4-benzoxazine